C(C)OC(/C=C/C(C(O)C1=CC=C(C=C1)C)C)OCC (E)-5,5-diethoxy-2-methyl-1-(p-tolyl)pent-3-en-1-ol